N-((1r,4r)-4-(Benzyl(methyl)amino)cyclohexyl)-6-(4,4-difluoropiperidin-1-yl)pyridine-3-sulfonamide C(C1=CC=CC=C1)N(C1CCC(CC1)NS(=O)(=O)C=1C=NC(=CC1)N1CCC(CC1)(F)F)C